FC(C1=CC=C(C=N1)O[C@H]1C[C@H](C1)NC(OC(C)(C)C)=O)(F)F tert-Butyl N-[cis-3-[[6-(trifluoromethyl)pyridin-3-yl]oxy]cyclobutyl]carbamate